(2R,3R,4S,5R,6R)-4-(4-(2,3-difluoro-4-methylphenyl)-1H-1,2,3-triazol-1-yl)-2-(hydroxymethyl)-5-methoxy-6-((5-(1-methylcyclopentyl)isoxazol-3-yl)methyl)tetrahydro-2H-pyran-3-ol FC1=C(C=CC(=C1F)C)C=1N=NN(C1)[C@H]1[C@H]([C@H](O[C@@H]([C@@H]1OC)CC1=NOC(=C1)C1(CCCC1)C)CO)O